C[N+](CCCCCCCCCCCCCC)(C)[O-] N,N-dimethyl-N-tetradecylamine-N-oxide